N-(1-((2R,4R)-4-hydroxypyrrolidin-2-yl)ethyl)-4-(3-methyl-1H-pyrrolo[2,3-b]pyridin-4-yl)-3,4-dihydro-2H-1,4-thiazine-6-carboxamide hydrochloride Cl.O[C@@H]1C[C@@H](NC1)C(C)NC(=O)C1=CN(CCS1)C1=C2C(=NC=C1)NC=C2C